C(C)(C)NC1CCN(CC1)C1=CC=C2C(=N1)OCC=1C=C(C=CC12)C1=CN=NC(=C1)OC N-isopropyl-1-[8-(6-methoxypyridazin-4-yl)-6H-isochromeno[3,4-b]pyridin-3-yl]piperidin-4-amine